(R)-1-(1-carboxy-3-methylbutyl)-4-[3-(methoxy)phenylthiomethyl]-1H-1,2,3-Triazole C(=O)(O)[C@@H](CC(C)C)N1N=NC(=C1)CSC1=CC(=CC=C1)OC